[Na+].[Na+].[Na+].P([O-])(=O)(OP(=O)([O-])[O-])OC[C@@H]1[C@H]([C@H]([C@@H](O1)N1C=NC=2C(N)=NC(=NC12)C)S)O 2-Methylthioadenosine diphosphate trisodium salt